3,4,5-biphenyltriol C1(=CC(=C(C(=C1)O)O)O)C1=CC=CC=C1